FC1=CC=C(C=C1)[C@@H]1N(CCC2=CC=CC=C12)C(=O)[C@@]1(OCCC(C1)=O)C (R)-2-((S)-1-(4-fluorophenyl)-1,2,3,4-tetrahydroisoquinoline-2-carbonyl)-2-methyltetrahydro-4H-pyran-4-one